5-{2-amino-[1,2,4]triazolo[1,5-a]pyridin-7-yl}-N-{[2-(cyclopentyloxy)phenyl]methyl}pyridine-3-carboxamide NC1=NN2C(C=C(C=C2)C=2C=C(C=NC2)C(=O)NCC2=C(C=CC=C2)OC2CCCC2)=N1